1-methyl-1H-indol-5-yl-boronic acid CN1C=CC2=CC(=CC=C12)B(O)O